ClC1=CC=CC=2N(C[C@@H](OC21)C)C(=O)C2=C(C(=CC(=C2)N2N=C(N=C2)C(C)C)OC)OC [(2S)-8-chloro-2-methyl-2,3-dihydro-1,4-benzoxazin-4-yl]-[5-(3-isopropyl-1,2,4-triazol-1-yl)-2,3-dimethoxy-phenyl]methanone